C(C)C=1N=C(C2=C(N1)SC(=C2)C)NCCCC2=CC=C(C=C2)C2=NC=C(C=C2)OC(F)(F)F 2-ethyl-6-methyl-N-(3-(4-(5-(trifluoro-methoxy)pyridin-2-yl)phenyl)propyl)thieno[2,3-d]pyrimidin-4-amine